(prop-1-en-2-yl)-6-(trifluoromethyl)pyridin-2-amine C=C(C)C=1C(=NC(=CC1)C(F)(F)F)N